(4aR,8aS)-6-[7-[(5-fluoro-2-pyridyl)methyl]-2-azaspiro[3.5]nonane-2-carbonyl]-4,4a,5,7,8,8a-hexahydropyrido[4,3-b][1,4]oxazin-3-one FC=1C=CC(=NC1)CC1CCC2(CN(C2)C(=O)N2C[C@@H]3[C@@H](OCC(N3)=O)CC2)CC1